6-[4-(isopropylamino)-3-methyl-phenyl]pyridine-3-carboxylic acid methyl ester COC(=O)C=1C=NC(=CC1)C1=CC(=C(C=C1)NC(C)C)C